2-p-nitrophenyl-3,1-benzoxazine-4-one [N+](=O)([O-])C1=CC=C(C=C1)C1=NC2=C(C(O1)=O)C=CC=C2